5-(4-(pyrrolidin-1-ylmethyl)phenyl)pyrazin N1(CCCC1)CC1=CC=C(C=C1)C=1N=CC=NC1